ClC=1C=C(C=CC1Cl)NC(=O)N1C2CC3=C(C=NC=C3)C1CC2 (±)-N-(3,4-dichlorophenyl)-6,7,8,9-tetrahydro-5H-6,9-epiminocyclohepta[c]pyridine-10-carboxamide